N1=C(N=CC=C1)OC(CN1N=C(C2=C(C1=O)SC(=C2)NCC)C)=O [2-(ethylamino)-4-methyl-7-oxo-6H,7H-thieno[2,3-d]pyridazin-6-yl]acetic acid pyrimidin-2-yl ester